ClC1=CC=C2C(=N1)N(C(=C2)B(O)O)C 6-CHLORO-1-METHYL-1H-PYRROLO[2,3-B]PYRIDIN-2-YLBORONIC ACID